1-((S)-1-(3-CHLORO-5-FLUORO-2-((4-(1H-PYRAZOL-1-YL)-2-METHYLQUINOLIN-8-YLOXY)METHYL)PHENYL)ETHYL)-IMIDAZOLIDINE-2,4-DIONE ClC=1C(=C(C=C(C1)F)[C@H](C)N1C(NC(C1)=O)=O)COC=1C=CC=C2C(=CC(=NC12)C)N1N=CC=C1